C(C(O)CC(=O)O)(=O)O.C([C@@H](O)CC(=O)O)(=O)O L-Malic Acid (malate)